C(C1=CC=CC=C1)OCC1=CC=CC=C1 benzyl oxide